C(C)OC(=O)N1C2CC(CC1CC2)N2C[C@H]1C([C@H]1C2)C(N(CC)CC)=O 3-[(1r,5s,6r)-6-(diethylcarbamoyl)-3-azabicyclo[3.1.0]hex-3-yl]-8-azabicyclo[3.2.1]octane-8-carboxylic acid ethyl ester